6-bromo-2-methyl-7-(trifluoromethyl)imidazo[1,2-a]pyridine BrC=1C(=CC=2N(C1)C=C(N2)C)C(F)(F)F